Sodium methyl-2-methylpropanesulfonate COS(=O)(=O)CC(C)C.[Na]